O=C1NC(CCC1N1C(C2=CC=C(C=C2C1)C1=NC=CC(=C1F)CN1CC2(CCCN2C(=O)OC(C)(C)C)CC1)=O)=O tert-butyl 7-((2-(2-(2,6-dioxopiperidin-3-yl)-1-oxoisoindolin-5-yl)-3-fluoropyridin-4-yl)methyl)-1,7-diazaspiro[4.4]nonane-1-carboxylate